ClC=1C=C(COC=2C=C(C=CC2NS(=O)(=O)CC)C2=NNC(=C2C(=O)N)NC2=NC(=CC=C2)C(F)(F)F)C=CC1 3-(3-((3-chlorobenzyl)oxy)-4-(ethylsulfonamido)phenyl)-5-((6-(trifluoromethyl)pyridin-2-yl)amino)-1H-pyrazole-4-carboxamide